2-morpholino-N6-(pyridin-4-yl)-9H-Purine-6,9-diamine O1CCN(CC1)C1=NC(=C2N=CN(C2=N1)N)NC1=CC=NC=C1